4-[2-(benzenesulfonyl)ethyl-[4-(5,6,7,8-tetrahydro-1,8-naphthyridin-2-yl)butyl]amino]-2-[[3,5-dimethylmorpholine-4-carbonyl]amino]butanoic acid C1(=CC=CC=C1)S(=O)(=O)CCN(CCC(C(=O)O)NC(=O)N1C(COCC1C)C)CCCCC1=NC=2NCCCC2C=C1